FC(C=1NC=2C(=C3C=4CCCCC4C(=NC3=CC2)C=2C(=NNC2)C(F)(F)F)N1)(F)F 2-(trifluoromethyl)-7-(3-(trifluoromethyl)-1H-pyrazol-4-yl)-8,9,10,11-tetrahydro-3H-imidazo[4,5-a]phenanthridine